6-methoxy-4-(3-(trifluoromethyl)-7,8-dihydro-1,6-naphthyridin-6(5H)-yl)quinazolin-2-ol COC=1C=C2C(=NC(=NC2=CC1)O)N1CC=2C=C(C=NC2CC1)C(F)(F)F